C(C)C=1C(=NC=C(C1)C1=C(C=CC(=C1)F)C=1C=NC(=CC1)N1CCOCC1)N ethyl-5-(5-fluoro-2-(6-morpholinopyridin-3-yl)phenyl)pyridin-2-amine